methyl 2-(3-(7-bromo-3,4-dihydro-2H-benzo[b][1,4]oxazine-4-carbonyl)phenyl)acetate BrC=1C=CC2=C(OCCN2C(=O)C=2C=C(C=CC2)CC(=O)OC)C1